[I-].CN1C(=[N+](C(=C1C1=CC=CC=C1)C1=CC=CC=C1)C)C1=C(C=C(C=C1C)C)C 1,3-dimethyl-2-mesityl-4,5-diphenyl-1H-imidazol-3-ium iodide